2-fluororibose F[C@@](C=O)(O)[C@H](O)[C@H](O)CO